C(C)C1=C(C=C(C=C1)N)N 1-ethyl-2,4-diaminobenzene